NC=1C(=C(C=C2C=C(N=CC12)NC(O[C@H]1COCC1)=O)C1=C(C2=C(OCCN2)N=C1)C)F (R)-Tetrahydrofuran-3-yl (8-amino-7-fluoro-6-(8-methyl-2,3-dihydro-1H-pyrido[2,3-b][1,4]oxazin-7-yl)isoquinolin-3-yl)carbamate